NC1=CC(=C(C(=O)NCC2=C(C=CC=C2OC)OC)C=C1C)C 4-amino-N-(2,6-dimethoxybenzyl)-2,5-dimethylbenzamide